C1CCC2=C(C=3CCCC3C=C12)NC(=O)N=S(=O)(N)C=1C=NN2C1OC[C@H](CC2)OC (6S)-N'-((1,2,3,5,6,7-hexahydro-s-indacen-4-yl)carbamoyl)-6-methoxy-5,6,7,8-tetrahydropyrazolo[5,1-b][1,3]oxazepine-3-sulfonimidamide